COC(C1=CC(=CC=C1)CN1N=CC(=C1)C1=NC=2N3C(N(C(C2N1COCC[Si](C)(C)C)=O)CCC)=NC=C3)=O 3-[[4-[4-oxo-5-propyl-3-(2-trimethylsilylethoxymethyl)imidazo[2,1-b]purin-2-yl]pyrazol-1-yl]methyl]benzoic acid methyl ester